(E)-3-[4-[2-(2,4-Difluorophenyl)-2-hydroxy-3-(1,2,4-triazol-1-yl)propoxy]-3-methoxyphenyl]-1-(4-methoxyphenyl)prop-2-en-1-one FC1=C(C=CC(=C1)F)C(COC1=C(C=C(C=C1)/C=C/C(=O)C1=CC=C(C=C1)OC)OC)(CN1N=CN=C1)O